NC1=C(C=CC(=C1)N(CC1=CC=C(C=C1)C(F)(F)F)C)NC(CCCCCC)=O N-(2-amino-4-(methyl(4-(trifluoromethyl)benzyl)amino)phenyl)heptanamide